FC1=C(C(=C(C(=C1C1=C(C(=C(C(=C1F)F)N)F)F)F)F)N)F Octafluoro-[1,1'-biphenyl]-4,4'-diamine